ClC=1C=C2C(=CN(C2=CC1)CCO)C1CCN(CC1)C(=O)N1C[C@@H]2[C@@H](OCC(N2)=O)CC1 (-)-cis-6-(4-(5-Chloro-1-(2-hydroxyethyl)-1H-indol-3-yl)piperidine-1-carbonyl)hexahydro-2H-pyrido[4,3-b][1,4]oxazin-3(4H)-one